FC1=CC=C(C=C1)NN (p-fluorophenyl)hydrazine